rac-tert-butyl N-[3-ethyl-5-[[2-[5-methyl-2-(2-oxo-1H-Quinolin-6-yl)-1-piperidyl]-2-oxo-acetyl]amino]-2-pyridyl]carbamate C(C)C=1C(=NC=C(C1)NC(C(=O)N1C(CCC(C1)C)C=1C=C2C=CC(NC2=CC1)=O)=O)NC(OC(C)(C)C)=O